(4R)-3,3-difluoro-4-[4-[1-[1-[(4-methoxyphenyl)methyl]-2,6-dioxo-3-piperidinyl]-3-methyl-2-oxo-benzimidazol-4-yl]piperazin-1-yl]piperidine-1-carboxylic acid tert-butyl ester C(C)(C)(C)OC(=O)N1CC([C@@H](CC1)N1CCN(CC1)C1=CC=CC=2N(C(N(C21)C)=O)C2C(N(C(CC2)=O)CC2=CC=C(C=C2)OC)=O)(F)F